ClC1=C(CN2C=C(C3=CC=CC=C23)C=O)C=CC=C1 1-(2-chlorobenzyl)-1H-indole-3-carbaldehyde